tert-butyl (R)-3-(7-((1-acetylpiperidin-4-yl)oxy)-2-(2-methylisonicotinamido)-1H-benzo[d]imidazol-1-yl)azepane-1-carboxylate C(C)(=O)N1CCC(CC1)OC1=CC=CC2=C1N(C(=N2)NC(C2=CC(=NC=C2)C)=O)[C@H]2CN(CCCC2)C(=O)OC(C)(C)C